3-chloro-N-((3aR,5r,6aS)-2-(5-(3-cyano-6-(1-methyl-1H-pyrazol-4-yl)pyrazolo[1,5-a]pyridin-4-yl)pyridin-2-yl)-5-methyloctahydrocyclopenta[c]pyrrol-5-yl)picolinamide ClC=1C(=NC=CC1)C(=O)NC1(C[C@@H]2[C@@H](CN(C2)C2=NC=C(C=C2)C=2C=3N(C=C(C2)C=2C=NN(C2)C)N=CC3C#N)C1)C